OC1=C(C(N(C=C1)C)=O)NC(N[C@@H](CC(=O)OCC)C=1C=C(C=C(C1)OC)C1=CC(=CC=C1)OC(F)(F)F)=O ethyl (S)-3-(3-(4-hydroxy-1-methyl-2-oxo-1,2-dihydropyridin-3-yl)ureido)-3-(5-methoxy-3'-(trifluoromethoxy)biphenyl-3-yl)propanoate